C(=O)(O)CC1=CC(=C(C=C1O)C1=NC(NC(=N1)C1=CC(=C(C=C1)O)O)=O)O 4-(4-Carboxymethyl-2,5-dihydroxyphenyl)-6-(3,4-dihydroxyphenyl)-1,3,5-triazin-2-one